CNC(=O)C1CCSCC1 N-methyl-thiane-4-carboxamide